(S)-1-(3-cyanophenyl)-N-((1-cyanopyrrolidin-3-yl)methyl)-1H-1,2,3-triazole-4-carboxamide C(#N)C=1C=C(C=CC1)N1N=NC(=C1)C(=O)NC[C@H]1CN(CC1)C#N